NCC(CN1N=NN(C1=O)CC=1SC(=CC1)C=1C=NN(C1)CC)=C(F)F 1-[2-(aminomethyl)-3,3-difluoro-allyl]-4-[[5-(1-ethylpyrazol-4-yl)-2-thienyl]methyl]tetrazol-5-one